CC=1C=C(C=CC1OC1=CC2=C(N(N=N2)C)C=C1)NC1=NC=NC2=C1N=C(N=C2)N2CCN(CC2)C(\C=C\CN2N=CC=C2)=O (E)-1-(4-(8-((3-methyl-4-((1-methyl-1H-benzo[d][1,2,3]triazol-5-yl)oxy)phenyl)amino)pyrimido[5,4-d]pyrimidin-2-yl)piperazin-1-yl)-4-(1H-pyrazol-1-yl)but-2-en-1-one